(±)-Ethyl 2-((4-(4-(3-chlorophenyl)-2,2-dimethylpiperazine-1-carbonyl)-2-fluorophenyl)sulfinyl)acetate ClC=1C=C(C=CC1)N1CC(N(CC1)C(=O)C1=CC(=C(C=C1)[S@](=O)CC(=O)OCC)F)(C)C |r|